(S)-4-((1-(6-(2,4-dioxo-1,2,3,4-tetrahydropyrimidin-5-yl)imidazo[1,2-b]pyridazin-8-yl)-4,4-difluoropyrrolidin-3-yl)oxy)-2-(trifluoromethyl)benzonitrile O=C1NC=C(C(N1)=O)C=1C=C(C=2N(N1)C=CN2)N2C[C@@H](C(C2)(F)F)OC2=CC(=C(C#N)C=C2)C(F)(F)F